2-methoxy-1-phenylethanol COCC(O)C1=CC=CC=C1